O=C1C(=CC(=NN1)C(C)OCCC(=O)N1CCN(CC1)C1=NC=C(C#N)C=C1)C(F)(F)F 6-[4-[3-[1-(6-Oxo-5-(trifluoromethyl)-1,6-dihydropyridazin-3-yl)ethoxy]propionyl]piperazin-1-yl]nicotinonitrile